NC=1C=CC(=C2CN(C(C12)=O)CC(=C)C#N)C=1C=C2C(=NN(C2=CC1)C(=O)OC(C)(C)C)C tert-butyl 5-[7-amino-2-(2-cyanoallyl)-1-oxo-isoindolin-4-yl]-3-methyl-indazole-1-carboxylate